3-[(1R)-1-(3,6-Dimethyl-4-oxo-2-phenyl-chromen-8-yl)ethoxy]-N'-hydroxy-pyridine-2-carboxamidine CC1=C(OC2=C(C=C(C=C2C1=O)C)[C@@H](C)OC=1C(=NC=CC1)C(=NO)N)C1=CC=CC=C1